2-Amino-2-(4-hydroxyphenyl)acetic acid NC(C(=O)O)C1=CC=C(C=C1)O